BrCC(=O)C1(CCC(N1C)=O)C 5-(2-bromoacetyl)-1,5-dimethylpyrrolidin-2-one